9-(2-cyclopentylethoxy)-6-isopropyl-2-oxo-10-(thiazol-2-yl)-6,7-dihydro-2H-pyrido[2,1-a]isoquinoline-3-carboxylic acid C1(CCCC1)CCOC=1C=C2CC(N3C(C2=CC1C=1SC=CN1)=CC(C(=C3)C(=O)O)=O)C(C)C